NCCNCCC[Si](OC)(OC)OC N-(β-aminoethyl)-r-aminopropyltrimethoxysilane